FC1(C(CC1)C1=NC2=C(N1)C=CC=C2)F 2-(2,2-Difluorocyclobutyl)-1H-benzo[d]imidazole